(1-(2-chloro-5-((1-methyl-1H-pyrazol-4-yl)ethynyl)pyridin-4-yl)piperidin-4-yl)propan-2-ol ClC1=NC=C(C(=C1)N1CCC(CC1)CC(C)O)C#CC=1C=NN(C1)C